((1-(cyclopropylamino)cyclobutyl)methyl)-4-(pyridin-4-ylethynyl)benzamide C1(CC1)NC1(CCC1)CC1=C(C(=O)N)C=CC(=C1)C#CC1=CC=NC=C1